(((1r,4r)-4-((4-(4-chloro-7,7-dimethyl-5-oxo-5,7-dihydroindolo[1,2-a]quinazolin-9-yl)piperidin-1-yl)methyl)cyclohexyl)amino)-2-(2,6-dioxopiperidin-3-yl)isoindoline-1,3-dione ClC=1C=2C(N=C3N(C2C=CC1)C1=CC=C(C=C1C3(C)C)C3CCN(CC3)CC3CCC(CC3)NC3=C1C(N(C(C1=CC=C3)=O)C3C(NC(CC3)=O)=O)=O)=O